C(OC1=CC=C(C=C1)[N+](=O)[O-])(OC1=CC=C2C=CC(OC2=C1)=O)=O 4-nitrophenyl (2-oxo-2H-chromen-7-yl) carbonate